4-(2-((3S)-7-(3-chloro-2-fluoro-6-(1H-tetrazol-1-yl)phenyl)-5-oxo-1,2,3,5,8,8a-hexahydroindolizin-3-yl)-1H-imidazol-5-yl)-3-fluoropicolinic acid ClC=1C(=C(C(=CC1)N1N=NN=C1)C1=CC(N2[C@@H](CCC2C1)C=1NC(=CN1)C1=C(C(=NC=C1)C(=O)O)F)=O)F